Cl.C1(=CC=CC=C1)OC(NC=1C=NC(=CC1)C)=O (6-methylpyridin-3-yl)carbamic acid phenyl ester hydrochloride